ClC1=CC=C(C=C1)C(C(=O)OCC)(CNC(=S)NC1=C2CCCC2=CC=2CCCC12)O ethyl 2-(4-chlorophenyl)-3-(3-(1,2,3,5,6,7-hexahydro-s-indacen-4-yl)thioureido)-2-hydroxypropanate